NC1=NC=C(C2=C1C=NN2)NC(=O)C(=O)N([C@@H](C)C2=C(C=C(C=C2)C(F)(F)F)F)CC (4-amino-1H-pyrazolo[4,3-c]pyridin-7-yl)-N'-ethyl-N'-[(1S)-1-[2-fluoro-4-(trifluoromethyl)phenyl]ethyl]oxamide